N-(4-chloro-5-(trifluoromethyl)pyrimidin-2-yl)-1-(2-(methylsulfonyl)ethyl)-1H-indazol-4-amine ClC1=NC(=NC=C1C(F)(F)F)NC=1C=2C=NN(C2C=CC1)CCS(=O)(=O)C